C(C1=CC=CC=C1)OC1CCN(CC1)C=1C2=C(N=CN1)CN(C2)C#N 4-(4-(benzyloxy)piperidin-1-yl)-5,7-dihydro-6H-pyrrolo[3,4-d]pyrimidine-6-carbonitrile